C1CCC2=C(C=3CCCC3C=C12)NC(=O)N=S(=O)(N)C1=CC=CC=C1 N'-((1,2,3,5,6,7-hexahydro-s-indacen-4-yl)carbamoyl)benzenesulfonimidamide